N-((cis)-3-(5-chloro-2-cyanophenyl)cyclobutyl)-1-((R or S)-1-(6-methoxy-5-((1R,5S)-2-oxo-3-azabicyclo[3.1.0]hexan-3-yl)pyrazin-2-yl)ethyl)-1H-1,2,3-triazole-4-carboxamide ClC=1C=CC(=C(C1)[C@H]1C[C@H](C1)NC(=O)C=1N=NN(C1)[C@H](C)C1=NC(=C(N=C1)N1C([C@@H]2C[C@@H]2C1)=O)OC)C#N |o1:19|